(3Z)-1-iodo-17,17-dimethoxy-3-heptadecene ICC\C=C/CCCCCCCCCCCCC(OC)OC